FC(C1=CC2=C(N3C(COC2)CNCC3)N=C1)(F)F 3-(Trifluoromethyl)-7a,8,10,11-tetrahydro-5H-pyrazino[2,1-c]pyrido[2,3-e][1,4]oxazepine